O[C@@H]1[C@H](CCCC1)NC(=O)C=1C=C(C=2N(N1)C=CC2)CC2=CC=C(C=C2)C2=CC=NC=C2 N-[(1S,2S)-2-Hydroxycyclohexyl]4-[4-(4-pyridyl)-benzyl]-pyrrolo[1,2-b]pyridazine-2-carboxamide